pentadecane-3-carboxylate CCC(CCCCCCCCCCCC)C(=O)[O-]